C(CCCCCCC\C=C/C\C=C/C\C=C/CC)(=O)N(C)CC(=O)O N-α-linolenoyl-sarcosine